O=C1NC(CCC1C1=C(C=C(CN2CCC(CC2)C=2OC3=C(N2)C=C(C(=C3)NC(C3=CN=C(C=C3)C(F)(F)F)=O)C(C)(C)O)C=C1)F)=O N-(2-(1-(4-(2,6-dioxopiperidin-3-yl)-3-fluorobenzyl)piperidin-4-yl)-5-(2-hydroxypropan-2-yl)benzo[d]oxazol-6-yl)-6-(trifluoromethyl)nicotinamide